ClC1=CC=C(C(=O)NC2(CCCC2)C2=NC(=NO2)C2=CC=C(C=C2)OC(F)(F)F)C=C1 4-chloro-N-(1-[3-{4-(trifluoromethoxy)phenyl}-1,2,4-oxadiazol-5-yl]cyclopentyl)benzamide